4-(((6-Chloro-2-(trifluoromethyl)quinolin-4-yl)amino)methyl)-4-phenylcyclohexan-1-one ClC=1C=C2C(=CC(=NC2=CC1)C(F)(F)F)NCC1(CCC(CC1)=O)C1=CC=CC=C1